ClC=1C=C(C=CC1C(C)C)NC(C(CCC)C)=O N-[3-chloro-4-isopropylphenyl]-2-methylpentanamide